ClC=1C=C2C=C(NC2=CC1C1=NOC=C1)CNC(C)=O N-((5-chloro-6-(isoxazol-3-yl)-1H-indol-2-yl)methyl)acetamide